FC(C1=CC=C(C=C1)N1N=NC(=C1COC1=CC=C(N=N1)N1CC(N(CC1)CC1OCCC1)=O)C)F 4-(6-((1-(4-(Difluoromethyl)phenyl)-4-methyl-1H-1,2,3-triazol-5-yl)methoxy)pyridazine-3-yl)-1-((tetrahydrofuran-2-yl)methyl)piperazin-2-one